tert-butyl 6-oxo-octahydroisoquinoline-2(1H)-carboxylate O=C1CC2CCN(CC2CC1)C(=O)OC(C)(C)C